tert-butyl (R)-4-((4-methoxy benzyl)thio)-4-((4-oxo-1-phenylbutyl)carbamoyl)piperidine-1-carboxylate COC1=CC=C(CSC2(CCN(CC2)C(=O)OC(C)(C)C)C(N[C@H](CCC=O)C2=CC=CC=C2)=O)C=C1